N-(3-Cyano-4-(2H-1,2,3-triazol-2-yl)phenyl)-1-(chinolin-5-yl)-5-(trifluoromethyl)-1H-pyrazol-4-carboxamid C(#N)C=1C=C(C=CC1N1N=CC=N1)NC(=O)C=1C=NN(C1C(F)(F)F)C1=C2C=CC=NC2=CC=C1